ClC1=CC=C(C=C1)C1=CN(C=2N=CN=C(C21)N)C(CC)C=2N=NN(C2)C2=C(C=CC=C2)F (+)-5-(4-Chlorophenyl)-7-{1-[1-(2-fluorophenyl)-1H-1,2,3-triazol-4-yl]propyl}-7H-pyrrolo[2,3-d]pyrimidin-4-amine